5-ethylheptan-1-ol C(C)C(CCCCO)CC